ClC=1C=C(OCSCC=2NC(NC2)=S)C=CC1Cl 4-[(3,4-Dichlorophenoxymethylthio)methyl]1,3-dihydro-imidazole-2-thione